C1C[C@H]2C[C@@H]1[C@@H]([C@@H]2N)C(=O)O.Cl (cis)-3-Aminobicyclo[2.2.1]heptane-2-carboxylic acid hydrochloride